C(C)(C)(C)OC(=O)N1N=CC(=C1)C1=NC=CC(=C1)Br 4-(4-bromopyridin-2-yl)-1H-pyrazole-1-carboxylic acid tert-butyl ester